ClC=1C=C(C=C(C1)Cl)C1=CC(=CC(=N1)OC=1C=CC(=NC1)N1CCN(CC1)CCC(=O)O)CN1CCC(CC1)CCS(N)(=O)=O 3-(4-(5-((6-(3,5-dichlorophenyl)-4-((4-(2-sulfamoylethyl)piperidin-1-yl)methyl)pyridin-2-yl)oxy)pyridin-2-yl)piperazin-1-yl)propanoic acid